(3-methylpyridin-2-yl)(2-(2-(naphthalen-2-yl)vinyl)phenyl)(phenyl)phosphine CC=1C(=NC=CC1)P(C1=CC=CC=C1)C1=C(C=CC=C1)C=CC1=CC2=CC=CC=C2C=C1